5-(4-fluorophenyl)-1-(methylamino)-4-oxo-1,4-dihydropyridine-3-carboxylic acid FC1=CC=C(C=C1)C=1C(C(=CN(C1)NC)C(=O)O)=O